O.[Na+].N[C@@H](CC(=O)O)C(=O)[O-].ClC1=CNC2=NC(=CC(=C21)NC2CC2)NC2=CC=C(C1=C2OCCO1)C(=O)N1CCOCC1 (8-((3-chloro-4-(cyclopropylamino)-1H-pyrrolo[2,3-b]pyridin-6-yl)amino)-2,3-dihydrobenzo[b][1,4]dioxin-5-yl)(morpholino)methanone L-aspartate monosodium hydrate